2-(6-(((3,5-Dimethylisoxazol-4-yl)amino)methyl)pyridazin-3-yl)-3-methyl-5-(trifluoromethyl)phenol CC1=NOC(=C1NCC1=CC=C(N=N1)C1=C(C=C(C=C1C)C(F)(F)F)O)C